(2-chloronicotinyl)-N-phenyl-1H-pyrrole-3-sulfonamide ClC1=C(CN2C=C(C=C2)S(=O)(=O)NC2=CC=CC=C2)C=CC=N1